pentamethylcyclopentadienyl(1-isobutylindenyl)hafnium CC1=C(C(=C(C1([Hf]C=1C(C2=CC=CC=C2C1)CC(C)C)C)C)C)C